COC=1C=C(C=CC1OC)C=1NC2=CC=C(C=C2C1CC)C1=CC(=CC=C1)CN1CCN(CC1)C 2-(3,4-dimethoxyphenyl)-3-ethyl-5-(3-((4-methylpiperazin-1-yl)methyl)phenyl)-1H-indole